5-chloro-4-(7-fluoro-3-isopropyl-2-methyl-2H-indazol-5-yl)-N-(4-((methylsulfonyl)methyl)pyridin-2-yl)pyridin-2-amine ClC=1C(=CC(=NC1)NC1=NC=CC(=C1)CS(=O)(=O)C)C1=CC2=C(N(N=C2C(=C1)F)C)C(C)C